4-(4-((1-benzylpiperidin-4-yl)methyl)piperazin-1-yl)-3-((4-(heptyloxy)phenyl)sulfonyl)-6-(methylsulfinyl)quinoline C(C1=CC=CC=C1)N1CCC(CC1)CN1CCN(CC1)C1=C(C=NC2=CC=C(C=C12)S(=O)C)S(=O)(=O)C1=CC=C(C=C1)OCCCCCCC